benzyl-2-((9-methyl-9H-carbazol-2-yl)oxy)propaneamide C(C1=CC=CC=C1)C(C(=O)N)(C)OC1=CC=2N(C3=CC=CC=C3C2C=C1)C